CC1(O[C@H]2[C@@H](O1)O[C@@H](C2)[C@H]2OC2)C (3aR,5S,6aR)-2,2-dimethyl-5-((S)-oxiran-2-yl)tetrahydrofuro[2,3-d][1,3]dioxole